COC([C@H](CC1=CC=C(C=C1)N1C(N(C2=C1C(=CC=C2)Cl)C)=O)NC(C2=C(C=C(C=C2Cl)Cl)Cl)=O)=O (S)-3-(4-(7-chloro-3-methyl-2-oxo-2,3-dihydro-1H-benzo[d]imidazol-1-yl)phenyl)-2-(2,4,6-trichlorobenzoyl-amino)propionic acid methyl ester